1-phenyl-2-(p-tolyl)ethane-1,2-dione C1(=CC=CC=C1)C(C(=O)C1=CC=C(C=C1)C)=O